2-bromo-6,7-dimethyl-4-[3-(trifluoromethyl)-1-bicyclo[1.1.1]pentanyl]pteridine BrC1=NC2=NC(=C(N=C2C(=N1)C12CC(C1)(C2)C(F)(F)F)C)C